di(t-butylcyclohexyl)-2,2'-[oxybis(methylene)]bis-2-propenoate C(C)(C)(C)C1(CCCCC1)OC(C(=C)COCC(C(=O)OC1(CCCCC1)C(C)(C)C)=C)=O